6-(4-chloro-1,3-benzothiazol-7-yl)-N-methyl-N-(2,2,6,6-tetramethylpiperidin-4-yl)pyridazin-3-amine ClC1=CC=C(C2=C1N=CS2)C2=CC=C(N=N2)N(C2CC(NC(C2)(C)C)(C)C)C